C1(=CC=CC=C1)C(N=NC)C1=CC=CC=C1 diphenylazodimethane